5-bromo-1-cyclohexyl-4-(4-fluorophenyl)-1H-imidazole BrC1=C(N=CN1C1CCCCC1)C1=CC=C(C=C1)F